CC1([C@@H](C[C@@H]1N1C2CN(CC1CC2)C=2C=1N(N=CC2)C=C(C1)C=1C=NN(C1)C)C#N)C (1R,3S)-2,2-dimethyl-3-(3-(6-(1-methyl-1H-pyrazol-4-yl)pyrrolo[1,2-b]pyridazin-4-yl)-3,8-diazabicyclo[3.2.1]octan-8-yl)cyclobutane-1-carbonitrile